O=C1NC(CCC1N1C(C2=CC=C(C=C2C1=O)N1CCN(CC1)CCC1CCN(CC1)C(=O)OC(C)(C)C)=O)=O tert-butyl 4-(2-(4-(2-(2,6-dioxopiperidin-3-yl)-1,3-dioxoisoindolin-5-yl) piperazin-1-yl)ethyl)piperidine-1-carboxylate